isooctyl-zinc dithiophosphate P(=S)([S-])([O-])[O-].C(CCCCC(C)C)[Zn+].C(CCCCC(C)C)[Zn+].C(CCCCC(C)C)[Zn+]